C1(CCC1)C(O)C=1C=NN(C1)C1OCCCC1 cyclobutyl[1-(oxan-2-yl)pyrazol-4-yl]methanol